(S)-1-iodo-3-(pyrrolidin-3-yl)imidazo[1,5-a]pyrazin-8-amine IC=1N=C(N2C1C(=NC=C2)N)[C@@H]2CNCC2